C1(=CC=CC=C1)C(C(=O)Cl)C1=CC=CC=C1 diphenylacetic chloride